CC(CCN1C[C@@H]2[C@H](C1)CC(C2)OC2=CC=C(C=C2)C2=CC=C(C=C2)CC(=O)N)(C)C (4'-(((3aR,5s,6aS)-2-(3,3-dimethylbutyl)octahydrocyclopenta[c]pyrrol-5-yl)oxy)-[1,1'-biphenyl]-4-yl)acetamide